ethyl 2-amino-5-bromothiazole-4-carboxylate NC=1SC(=C(N1)C(=O)OCC)Br